1-(1-(4-bromophenyl)ethyl)-2-methyl-1H-imidazole BrC1=CC=C(C=C1)C(C)N1C(=NC=C1)C